C(C)(C)(C)C1=CC=C(CN2N=C(N(C2=O)CC)CCCC=2C=C(C=CC2)C2=CC(=C(C=C2)OCCC)C(=O)O)C=C1 3'-(3-(1-(4-(tert-butyl)benzyl)-4-ethyl-5-oxo-4,5-dihydro-1H-1,2,4-triazol-3-yl)propyl)-4-propoxy-[1,1'-biphenyl]-3-carboxylic acid